[Zn+2].[N-](S(=O)(=O)C(F)(F)F)S(=O)(=O)C(F)(F)F.[Zn+2].[N-](S(=O)(=O)C(F)(F)F)S(=O)(=O)C(F)(F)F.[N-](S(=O)(=O)C(F)(F)F)S(=O)(=O)C(F)(F)F.[N-](S(=O)(=O)C(F)(F)F)S(=O)(=O)C(F)(F)F zinc bistriflimide zinc